C(C1=CC=CC=C1)C1(CN(CC1)S(=O)(=O)C1=NN(N=C1)C)C=1C=C2C=NN(C2=CC1C)C=1C=C(C(N(C1)C)=O)C 5-(5-(3-benzyl-1-((2-methyl-2H-1,2,3-triazol-4-yl)sulfonyl)pyrrolidin-3-yl)-6-methyl-1H-indazol-1-yl)-1,3-dimethylpyridin-2(1H)-one